SC1=C(N=NS1)S dimercapto-[1,2,3]-thiadiazole